mono-formyl-triphenylamine C(=O)C1=CC=C(C=C1)N(C1=CC=CC=C1)C1=CC=CC=C1